OC1=C(C=CC(=C1)O)O 1,2,5-trihydroxybenzene